(S)-16-amino-10-benzyl-6,9,12,15-tetraoxo-3-oxa-5,8,11,14-tetraazahexadecan-1-oic acid NCC(NCC(N[C@H](C(NCC(NCOCC(=O)O)=O)=O)CC1=CC=CC=C1)=O)=O